FC1=CC=C(C=C1)C(=O)N1CC(C1)(COC1=CC2=CC=C(C=C2C=C1)OC)C1(COC1)NO (4-fluorophenyl)(3-(3-(hydroxyamino)oxetan-3-yl)-3-(((6-methoxynaphthalen-2-yl)oxy)methyl)azetidin-1-yl)methanone